S1C(=CC=C1)[C-]1C=CC=C1.[CH-]1C=CC=C1.[Fe+2] Thiopheneyl-ferrocene